(3S)-3-{[2-(1-methyl-1H-pyrazol-5-yl)-7-(trifluoromethyl)[1,2,4]triazolo[1,5-c]quinazolin-5-yl]amino}azepan-2-one CN1N=CC=C1C1=NN2C(=NC=3C(=CC=CC3C2=N1)C(F)(F)F)N[C@@H]1C(NCCCC1)=O